C1(CC1)CS(=O)(=O)C1=CC=C(C=C1)C(C)(C)O 2-[4-(cyclopropylmethylsulfonyl)phenyl]propan-2-ol